FC(C(=O)NNC(=O)C=1C=CC(=NC1)CN(S(=O)(=O)C)C1=CC=CC=C1)F N-((5-(2-(2,2-difluoroacetyl)hydrazine-1-carbonyl)pyridin-2-yl)methyl)-N-phenylmethanesulfonamide